N1C(CC1)C(=O)O aza-2-cyclobutanecarboxylic acid